CN1C(=NC=C1C)C 1,2,5-trimethyl-1H-imidazole